(S)-N-((4-carbamimidoylthiophen-2-yl)methyl)-1-(4-(4-phenoxyphenyl)pent-4-enoyl)pyrrolidine-2-carboxamide C(N)(=N)C=1C=C(SC1)CNC(=O)[C@H]1N(CCC1)C(CCC(=C)C1=CC=C(C=C1)OC1=CC=CC=C1)=O